1-(4-((6-(1-methyl-1H-pyrazol-4-yl)pyrazolo[1,5-a]pyrazin-4-yl)thio)azepan-1-yl)prop-2-en-1-one CN1N=CC(=C1)C=1N=C(C=2N(C1)N=CC2)SC2CCN(CCC2)C(C=C)=O